F[C@@H]1CN(C[C@@H]1OCCCC=C)C(=O)OC(C)(C)C tert-butyl cis-3-fluoro-4-(pent-4-en-1-yloxy)pyrrolidine-1-carboxylate